COC1=C(C=CC(=C1)C(C)(C)O)C(C)(C)O 2-methoxy-1,4-bis(α-hydroxyisopropyl)benzene